N,5,6-trimethyl-N-{2-[methyl(phenyl)amino]ethyl}-2-(pyridin-2-yl)pyrimidin-4-amine CN(C1=NC(=NC(=C1C)C)C1=NC=CC=C1)CCN(C1=CC=CC=C1)C